[C@H]12CN(C[C@H](CC1)N2)C=2C1=C(N=C(N2)OCC23CC(CN3CC(C2)F)=C)C(=C(N=C1)C1=CC(=CC2=CC=CC(=C12)C#C)O)F 4-(4-((1R,5S)-3,8-diazabicyclo[3.2.1]octan-3-yl)-8-fluoro-2-((2-fluoro-6-methylenetetrahydro-1H-pyrrolizin-7a(5H)-yl)methoxy)pyrido[4,3-d]pyrimidin-7-yl)-5-ethynylnaphthalen-2-ol